tert-butyl((4-(hydroxymethyl) tetrahydro-2H-pyran-4-yl) methyl) carbamate C(N)(OC(C1(CCOCC1)CO)C(C)(C)C)=O